L-N-methyl-homophenylalanine CN[C@@H](CCC1=CC=CC=C1)C(=O)O